3-(((1-ethyl-1H-imidazol-5-yl)methyl)amino)benzoate C(C)N1C=NC=C1CNC=1C=C(C(=O)[O-])C=CC1